C12CNCC(CC1)N2C=2SC=1CN(CCC1N2)C(CC(C)C)=O 1-(2-(3,8-diazabicyclo[3.2.1]octan-8-yl)-6,7-dihydrothiazolo[5,4-c]pyridin-5(4H)-yl)-3-methylbutan-1-one